3-(6-(allyloxy)naphthalen-2-yl)-1-(piperidin-4-ylmethyl)-1H-pyrazolo[3,4-d]pyrimidin-4-amine C(C=C)OC=1C=C2C=CC(=CC2=CC1)C1=NN(C2=NC=NC(=C21)N)CC2CCNCC2